CCCC(C)C(C)(C)C=O trimethylhexanal